C(C1=CC=CC=C1)OC1=C(C=CC=C1C(C)C)C(C)=O 1-(2-(benzyloxy)-3-isopropylphenyl)ethanone